C1(CC1)NC(=O)C=1C=NN2C1N=C(C=C2NC)NC=2C(=NN(C2)C)C(NC2=CC=C(C=C2)N(C)C)=O N-cyclopropyl-5-((3-((4-(dimethylamino)phenyl)carbamoyl)-1-methyl-1H-pyrazol-4-yl)amino)-7-(methylamino)pyrazolo[1,5-a]pyrimidine-3-carboxamide